N-(5-(piperazin-1-yl)pyridin-2-yl)piperidine-4-carboxamide hydrochloride Cl.N1(CCNCC1)C=1C=CC(=NC1)NC(=O)C1CCNCC1